(2-hexyl)-phosphine CC(CCCC)P